5-(8-dimethylamino-2-oxo-8-phenyl-1,3-diazaspiro[4.5]decan-3-yl)-2-(2-oxo-1,3-dihydro-indol-4-yl)-isonicotinonitrile CN(C1(CCC2(CN(C(N2)=O)C2=CN=C(C=C2C#N)C2=C3CC(NC3=CC=C2)=O)CC1)C1=CC=CC=C1)C